FC1=C2C=C(NC2=CC=C1F)C(=O)N1CCC2NN3CC4(N(CC3C2C1)C)CC4 12'-(4,5-difluoro-1H-indole-2-carbonyl)-4'-methyl-4',7',8',12'-tetraazaspiro[cyclopropane-1,5'-tricyclo[7.4.0.02,7]tridecane]